C(N)(=O)COC1=C(C=O)C=C(C(=C1)OCC1=C(C(=CC=C1)C1=CC=CC=C1)Br)Cl 2-(carbamoylmethoxy)-4-(2-bromo-3-phenylbenzyloxy)-5-chlorobenzaldehyde